4-CHLORO-6-METHOXY-PYRIDINE-2-CARBALDEHYDE ClC1=CC(=NC(=C1)OC)C=O